rac-4-((4bS,5R,7S,7aR)-4b,5-dihydroxy-4-methoxy-5-(morpholinomethyl)-7-phenyl-4b,5,6,7-tetrahydro-7aH-cyclopenta[4,5]furo[2,3-c]pyridin-7a-yl)benzonitrile O[C@@]12[C@@](OC=3C=NC=C(C31)OC)([C@@H](C[C@]2(CN2CCOCC2)O)C2=CC=CC=C2)C2=CC=C(C#N)C=C2 |r|